5-(3-(aminomethyl)phenyl)-3-((2-(2-ethoxy-2-Oxoethyl)phenoxy)methyl)-7-(1-methyl-1H-pyrazol-4-yl)benzofuran-2-carboxylic acid tert-butyl ester C(C)(C)(C)OC(=O)C=1OC2=C(C1COC1=C(C=CC=C1)CC(=O)OCC)C=C(C=C2C=2C=NN(C2)C)C2=CC(=CC=C2)CN